meta-methylacetophenone CC=1C=C(C=CC1)C(C)=O